FC1(CN(CCC1=O)C(=O)OC(C)(C)C)C tert-butyl 3-fluoro-3-methyl-4-oxo-piperidine-1-carboxylate